(3S,4R,5R)-2-((dibenzylamino)methyl)tetrahydro-2H-pyran-2,3,4,5-tetraol C(C1=CC=CC=C1)N(CC1=CC=CC=C1)CC1(OC[C@H]([C@H]([C@@H]1O)O)O)O